4-((1-(4-(2-(2-Aminopyridin-3-yl)-5-(6-methylpyridin-3-yl)-3H-imidazo[4,5-b]pyridin-3-yl)benzyl)piperidin-4-yl)amino)pyrimidine-2-carbonitrile NC1=NC=CC=C1C1=NC=2C(=NC(=CC2)C=2C=NC(=CC2)C)N1C1=CC=C(CN2CCC(CC2)NC2=NC(=NC=C2)C#N)C=C1